C1NCC12CN(CC2)C(=O)OC(C)(C)C tert-butyl 2,6-diazaspiro[3.4]octane-6-carboxylate